CS(=O)(=O)CC(=O)N1[C@H]([C@H](CCC1)NS(=O)(=O)C)CO[C@@H]1CC[C@@H](CC1)C1=CC=CC=C1 N-((2R,3S)-1-((methylsulfonyl)acetyl)-2-(((cis-4-phenylcyclohexyl)oxy)methyl)-piperidin-3-yl)methane-sulfonamide